CC1(C(CCCC1)N)C 2,2-dimethyl-cyclohexan-1-amine